6-(2-fluoro-4-hydroxybenzyl)-4,7-dioxo-2-(prop-2-en-1-yl)hexahydro-2H-pyrazino[2,1-c][1,2,4]triazine-1(6H)-carboxamide FC1=C(CC2C(NCC3N(N(CC(N32)=O)CC=C)C(=O)N)=O)C=CC(=C1)O